C1(CC1)C(C)N1C(C=2C(=NC(=CC2C1)C1=C(N=C(S1)NC(C)=O)C)NC(=O)N(C)C)=O N-(5-(2-(1-cyclopropylethyl)-4-(3,3-dimethylureido)-3-oxo-2,3-dihydro-1H-pyrrolo[3,4-c]pyridin-6-yl)-4-methylthiazol-2-yl)acetamide